FC(N1N=C(C=C1)C=1C(=C2C(=NC1)N(C=C2)COCC[Si](C)(C)C)N[C@H]2CN(C[C@H](C2)C)C(=O)OCC2=CC=CC=C2)F benzyl (3R,5S)-3-({5-[1-(difluoromethyl)-1H-pyrazol-3-yl]-1-{[2-(trimethylsilyl) ethoxy]methyl}-1H-pyrrolo[2,3-b]pyridin-4-yl}amino)-5-methylpiperidine-1-carboxylate